3-(5-difluoromethoxy-1-methyl-3-trifluoromethyl-1H-pyrazole-4-yl-methanesulfonyl)-5,5-dimethyl-2-isoxazoline FC(OC1=C(C(=NN1C)C(F)(F)F)CS(=O)(=O)C1=NOC(C1)(C)C)F